N[C@@H](C(=O)NCC(NC(CC1=NC=CC=C1)C1=CC=CC=C1)=O)CC1CCCCC1 (R)-2-amino-3-cyclohexyl-N-(2-oxo-2-((2-(2-pyridyl)-1-(phenyl)ethyl)amino)ethyl)propanamide